C(C)(C)(C)N1CC(C2(CC1)OC(C=1C2=NC(=CC1)C)=O)I tert-butyl-3'-iodo-2-methyl-5-oxo-5H-spiro[furo[3,4-b]pyridine-7,4'-piperidine]